C(CCCCCCC)OC(CCC/C=C/CCO)OCCCCCCCC (3E)-8,8-dioctyloxy-3-octen-1-ol